bismuth sodium potassium lithium [Li].[K].[Na].[Bi]